3-chloro-2,6-dimethyl-4-hydroxypyridine ClC=1C(=NC(=CC1O)C)C